5-(1-isopropyl-2-methyl-1H-imidazo[4,5-b]pyridin-6-yl)-N-(trans-3-methoxycyclobutyl)pyrrolo[2,1-f][1,2,4]triazin-2-amine C(C)(C)N1C(=NC2=NC=C(C=C21)C=2C=CN1N=C(N=CC12)N[C@@H]1C[C@H](C1)OC)C